3-(Methoxycarbonyl)cyclopentanecarboxylic Acid COC(=O)C1CC(CC1)C(=O)O